Cl.N1=C(C)C(O)=C(C=O)C(CO)=C1 pyridoxal-hcl